N-[(2S,3R,4S,5R)-1,3,4,5,6-pentahydroxyhex-2-yl]piperidine-1-carboxamide OC[C@@H]([C@H]([C@@H]([C@@H](CO)O)O)O)NC(=O)N1CCCCC1